O[C@H](CN1C[C@@H]2[C@](C1)(C[C@H](C2)OC2=CC=CC=C2)O)C=2C=C1C=CC(NC1=CC2)=O 6-((S)-1-hydroxy-2-((3aS,5S,6aR)-3a-hydroxy-5-phenoxyhexahydrocyclopenta[c]pyrrol-2(1H)-yl)ethyl)quinolin-2(1H)-one